CSCC(=O)NN 2-methylsulfanylacetylhydrazine